6-(2-(5-Cyclopropyl-3-(2,6-dichloro-4-fluorophenyl)isoxazol-4-yl)-7-azaspiro[3.5]non-1-en-7-yl)chinolin C1(CC1)C1=C(C(=NO1)C1=C(C=C(C=C1Cl)F)Cl)C1=CC2(C1)CCN(CC2)C=2C=C1C=CC=NC1=CC2